C1(=CC=CC=C1)C=CC(C)C1=CC=C2C(=N1)CCC2 2-(4-Phenylbut-3-en-2-yl)-6,7-dihydro-5H-cyclopenta[b]pyridine